CC=1NC(=C(C1C(=O)[O-])C)C(=O)[O-] 2,4-dimethylpyrrole-3,5-diformate